Diethyl-(dimethylamino)germanium hydride C(C)[GeH](N(C)C)CC